sodium prop-2-ene-1-sulfonyl chloride C(C=C)S(=O)(=O)Cl.[Na]